Bis(4-tert-butyl-3-hydroxy-2,6-dimethylbenzyl)dithioterephthalate C(C)(C)(C)C1=C(C(=C(COC(C2=CC=C(C(=S)OCC3=C(C(=C(C=C3C)C(C)(C)C)O)C)C=C2)=S)C(=C1)C)C)O